ClC=1C=CC(=C(C1)C1=CC(N(C=C1OC)C(CC1=CC=CC=C1)C1=NC2=C(N1)C=CC(=C2)C(=O)O)=O)N2N=NN=C2 2-(1-(4-(5-chloro-2-(1H-tetrazol-1-yl)phenyl)-5-methoxy-2-oxopyridin-1(2H)-yl)-2-phenylethyl)-1H-benzo[d]imidazole-5-carboxylic acid